FC=1C=C(C=C(C1)F)[C@@H](C)NC=1C=C2C(=NNC2=CC1)/C=C/C(=O)N1C[C@H](CC1)O (E)-3-(5-(((R)-1-(3,5-difluorophenyl)ethyl)amino)-1H-indazol-3-yl)-1-((S)-3-hydroxylpyrrolidin-1-yl)prop-2-en-1-one